FC1=C(C=CC(=C1)S(NC(CC1=C(C=C(C=C1C1=CC(=NC=C1)OC)F)C(C)C)=O)(=O)=O)C(C)(C)NC(OC(C)(C)C)=O tert-Butyl (2-(2-fluoro-4-(N-(2-(4-fluoro-2-isopropyl-6-(2-methoxypyridin-4-yl)phenyl)acetyl)sulfamoyl)phenyl)propan-2-yl)carbamate